[Si](C1=CC=CC=C1)(C1=CC=CC=C1)(C(C)(C)C)OCCCCCCCCCC(CCO)CCCCCCCCC 12-((tert-butyldiphenylsilyl)oxy)-3-nonyldodecan-1-ol